3-(1-fluorocyclopropyl)isoxazole-4-carboxylic acid FC1(CC1)C1=NOC=C1C(=O)O